N,N,4,5-tetramethylnaphthalen-1-amine CN(C1=CC=C(C2=C(C=CC=C12)C)C)C